5-amino-3-[4-[[(2-methoxybenzoyl)amino]methyl]phenyl]-1-[[(3S)-3-piperidyl]methyl]pyrazole-4-carboxamide NC1=C(C(=NN1C[C@@H]1CNCCC1)C1=CC=C(C=C1)CNC(C1=C(C=CC=C1)OC)=O)C(=O)N